C(#N)C1=CC(=C(C=C1F)NS(=O)(=O)C1=CNC(=C1)C1=CN=CS1)F N-(4-cyano-2,5-difluorophenyl)-5-(1,3-thiazol-5-yl)-1H-pyrrole-3-sulfonamide